2-methyloxy-4-vinylphenol COC1=C(C=CC(=C1)C=C)O